FC1CCC(CC1)C1=NC=CC(=C1NC(=O)C=1C=NC(=NC1)C(C)C)C1=C(C=CC=C1)F N-(2-((1s,4s)-4-fluorocyclohexyl)-4-(2-fluorophenyl)pyridin-3-yl)-2-isopropylpyrimidine-5-carboxamide